C(C(=C)C)(=O)OCCN1C(SC(C1=O)C)C1=CC=CC=C1 2-(5-Methyl-4-oxo-2-phenyl-thiazolidin-3-yl)-ethyl methacrylate